[Si](C)(C)(C(C)(C)C)OCCOC=1C=C2C(=CC=NC2=CC1OC)Cl 6-{2-[(tert-Butyldimethylsilyl)oxy]ethoxy}-4-chloro-7-methoxyquinoline